2,3,4,6-tetrakis(5H-benzo[b]carbazol-5-yl)-5-(2,6-diphenylpyridin-4-yl)benzonitrile C1=C2C=3C=C4C(=CC3N(C2=CC=C1)C1=C(C#N)C(=C(C(=C1N1C2=CC=CC=C2C=2C=C3C(=CC12)C=CC=C3)N3C1=CC=CC=C1C=1C=C2C(=CC31)C=CC=C2)C2=CC(=NC(=C2)C2=CC=CC=C2)C2=CC=CC=C2)N2C3=CC=CC=C3C=3C=C1C(=CC23)C=CC=C1)C=CC=C4